C(#N)CN(S(=O)(=O)C1=CC=C2C=CNC2=C1)CC(N1CCCC1)C1=CN(C2=CC=CC=C12)C N-(cyanomethyl)-N-(2-(1-methyl-1H-indol-3-yl)-2-(pyrrolidin-1-yl)ethyl)-1H-indole-6-sulfonamide